(6aS,7aS)-7,7-difluoro-4-(2-fluorophenyl)-6a-(4-methyl-1,3-thiazol-5-yl)-2-(2-(2-propenoyl)-2,6-diazaspiro[3.4]octan-6-yl)-6,6a,7,7a-tetrahydro-5H-cyclopropa[h]quinoline-3-carbonitrile FC1([C@@]2(CCC=3C(=C(C(=NC3[C@H]21)N2CC1(CN(C1)C(C=C)=O)CC2)C#N)C2=C(C=CC=C2)F)C2=C(N=CS2)C)F